(1S,2S)-N-(6-(5-ethoxy-6-fluoro-7-(methylthio)-1H-indazol-4-yl)imidazo[1,2-a]pyrazin-2-yl)-2-fluorocyclopropane-1-carboxamide C(C)OC=1C(=C2C=NNC2=C(C1F)SC)C=1N=CC=2N(C1)C=C(N2)NC(=O)[C@H]2[C@H](C2)F